CN(/C=C/C(=O)C1=CC=CC(=N1)C(=O)NC1CCC(CC1)OC)C 6-((E)-3-(dimethylamino)acryloyl)-N-((1r,4r)-4-methoxycyclohexyl)picolinamide